1-[(5,6-diphenyl-1,2,4-triazin-3-yl)sulfanyl]-3-methyl-butan-2-one C1(=CC=CC=C1)C=1N=C(N=NC1C1=CC=CC=C1)SCC(C(C)C)=O